α,α'-Bis(3-(2-propenyl)-4-hydroxyphenyl)-p-diisopropylbenzol C(C=C)C=1C=C(C=CC1O)C(C)(C)C1=CC=C(C=C1)C(C)(C)C1=CC(=C(C=C1)O)CC=C